(R)-4-(3-(4-bromo-3-(trifluoromethyl)phenoxy)butyl)piperidine BrC1=C(C=C(O[C@@H](CCC2CCNCC2)C)C=C1)C(F)(F)F